C1(CCCCC1)N1C(N(SC1=O)CCC1=CC=CC=C1)=O 4-cyclohexyl-2-phenethyl-1,2,4-thiadiazole-3,5-dione